1-isopropyl-3-(3-(isopropylthio)phenyl)-5-methyl-pyrazol-4-ol C(C)(C)N1N=C(C(=C1C)O)C1=CC(=CC=C1)SC(C)C